ClC1=C(C=C(C=C1)\C=N\N(C1=NS(C2=C1C=C(C=C2)OCCCO)(=O)=O)CC(C)C)OC 3-[[3-[[(E)-(4-chloro-3-methoxy-phenyl)methyleneamino]-isobutyl-amino]-1,1-dioxo-1,2-benzothiazol-5-yl]oxy]propan-1-ol